2H,4H,5H-pyrazolo[4,3-c]Pyridine-7-carboxamide N=1NC=C2CNC=C(C21)C(=O)N